aminotris(methylphosphonic acid) C(N(CP(=O)(O)O)CP(=O)(O)O)P(=O)(O)O